4-piperazinediethylamine N1(CCN(CC1)CCN)CCN